O=C1NC(CCC1N1C(C2=CC=CC(=C2C1)N([C@H]1C[C@H](CC1)C(=O)N)CCCC1CCOCC1)=O)=O (1S,3R)-3-((2-(2,6-Dioxopiperidin-3-yl)-1-oxoisoindolin-4-yl)(3-(tetrahydro-2H-pyran-4-yl)propyl)amino)cyclopentane-1-carboxamide